N1-cyclohexyl-N2-methylpropane-1,2-diamine C1(CCCCC1)NCC(C)NC